N'-(ethylsulfonyl)morpholine-4-carboxamidine C(C)S(=O)(=O)N=C(N)N1CCOCC1